4-chloro-7,7-dimethyl-5-oxo-5,7-dihydroindolo[1,2-a]quinazolin ClC=1C=2C(N=C3N(C2C=CC1)C1=CC=CC=C1C3(C)C)=O